FC1=C(C=C(C=C1)F)COC(C)C=1C=C2NC1C=C1C=C(C(=N1)C=C1C=CC(N1)=CC=1C=CC(N1)=C2)C(C)OCC2=C(C=CC(=C2)F)F 3,8-bis(1-(2,5-difluorophenylmethoxy)ethyl)porphyrin